4-hydroxymethyl-1-phospha-2,6,7-trioxabicyclo-[2.2.2]-octane OCC12COP(OC1)OC2